C(C=C)(=O)N1[C@H](CN(C[C@H]1C)C1=NC(N2C3=C(C=C(C=C13)C(F)(F)F)S(C[C@H](C2)C=2C=NC=C(C2)F)Cl)=O)C (S)-8-((3S,5R)-4-acryloyl-3,5-dimethylpiperazin-1-yl)-l-1-chloro-3-(5-fluoropyridin-3-yl)-10-(trifluoromethyl)-3,4-dihydro-2H,6H-[1,4]thiazepino[2,3,4-ij]quinazolin-6-one